NC1=C2C(=NC=N1)N(N=C2C2=CC=C(C=C2)OC2=CC=CC=C2)C2CCC(CC2)CN2C(C(N(C(C2([2H])[2H])([2H])[2H])C=2C(=C1C(N(C(C1=CC2)=O)C2C(NC(CC2)=O)=O)=O)F)([2H])[2H])([2H])[2H] 5-(4-((4-(4-amino-3-(4-phenoxyphenyl)-1H-pyrazolo[3,4-d]pyrimidin-1-yl)cyclohexyl)methyl)piperazin-1-yl-2,2,3,3,5,5,6,6-d8)-2-(2,6-dioxopiperidin-3-yl)-4-fluoroisoindoline-1,3-dione